ClC1=C(C(=CC=2N(C(=NC21)C)C)C)C2=CC=CN1C(=CC(=C21)CC#N)C(=O)C2=CC(=C(C(=C2)F)NC(\C=C\CNC2CCC(CC2)OC)=O)F (E)-N-(4-(8-(4-chloro-1,2,6-trimethyl-1H-benzo[d]imidazol-5-yl)-1-(cyanomethyl)indolizine-3-carbonyl)-2,6-difluorophenyl)-4-(((1r,4r)-4-methoxycyclohexyl)amino)but-2-enamide